CC(CNC(N)=O)C N'-(2-methylpropyl)urea